1-(4-(2-Azidoethoxy)-2-(2-propanyl)phenyl)-6-chloro-4-((2S)-2-methyl-4-(2-propenoyl)-1-piperazinyl)-7-(1-piperidinyl)pyrido[2,3-d]pyrimidin-2(1H)-one N(=[N+]=[N-])CCOC1=CC(=C(C=C1)N1C(N=C(C2=C1N=C(C(=C2)Cl)N2CCCCC2)N2[C@H](CN(CC2)C(C=C)=O)C)=O)C(C)C